3-ethoxy-androsta-3,5-dien-17-one C(C)OC1=CC2=CC[C@H]3[C@@H]4CCC([C@@]4(C)CC[C@@H]3[C@]2(CC1)C)=O